ClC1=C(C=C(N=N1)C=1C=NC=NC1)[C@H]1[C@@H](C1)COC(F)(F)F 5-(6-chloro-5-((1R,2R)-2-((trifluoromethoxy)methyl)cyclopropyl)pyridazin-3-yl)pyrimidine